C(CCC#C)CS(=O)(=O)[O-] pent-4-yn-1-ylmethanesulfonate